FC(C=1C=C(C=C(C1)C(F)(F)F)B(C1=CC(=CC(=C1)C(F)(F)F)C(F)(F)F)C1=CC(=CC(=C1)C(F)(F)F)C(F)(F)F)(F)F tris[3,5-bis(trifluoromethyl)phenyl]Boron